1-[4-(2,3-dimethylphenyl)piperazin-1-yl]-2-{3-[4-(1H-1,2,4-triazol-1-yl)piperidine-1-carbonyl]-5,6-dihydrocyclopenta[c]pyrazol-1(4H)-yl}ethan-1-one CC1=C(C=CC=C1C)N1CCN(CC1)C(CN1N=C(C2=C1CCC2)C(=O)N2CCC(CC2)N2N=CN=C2)=O